C1(=CC=C(C=C1)C1=C2C(=NNC2=CC=C1)NCC=1C=C(C=CC1)C1(COC1)O)C=1CCCCC1 3-(3-(((4-(2',3',4',5'-tetrahydro-[1,1'-biphenyl]-4-yl)-1H-indazol-3-yl)amino)methyl)phenyl)oxetan-3-ol